C(C=C)OC[C@H]1N(CCCC1)C1=C(C=C(C(=C1)Cl)C#N)NS(=O)(=O)C=1C=C(C(=O)OC)C=CC1Br methyl (S)-3-(N-(2-(2-((allyloxy)methyl)piperidin-1-yl)-4-chloro-5-cyanophenyl)sulfamoyl)-4-bromobenzoate